C1(=CC=CC=C1)C(C=CC1=CC=CC=C1)ON=C(C1=CC=CC=C1)C1=CC=CC=C1 diphenyl ketone O-(1,3-diphenyl-allyl) oxime